Decanone CCCCCC(=O)CCCC